FC1=C(N)C=C(C(=C1)OC)S(=O)(=O)N1CCN(C2=CC=CC=C12)C 2-fluoro-4-methoxy-5-(4-methyl-2,3-dihydroquinoxaline-1-sulfonyl)aniline